(2R,3R)-3-(3-(2,3-difluorophenyl)isoxazol-5-yl)-2-(2,4-difluorophenyl)-1-(1H-tetrazol-1-yl)butan-2-ol FC1=C(C=CC=C1F)C1=NOC(=C1)[C@@H]([C@@](CN1N=NN=C1)(O)C1=C(C=C(C=C1)F)F)C